ClC1=CC2=C(N(C(N=C2N2[C@H](CN(CC2)C(C=C)=O)C)=O)C2CCN(CC2)C)N=C1OC1=CC(=CC=C1)F 6-chloro-7-(3-fluorophenoxy)-1-(1-methyl-4-piperidinyl)-4-((2S)-2-methyl-4-(2-propenoyl)-1-piperazinyl)pyrido[2,3-d]pyrimidin-2(1H)-one